(S)-N-(5-hydroxy-1,2,3,4-tetrahydronaphthalen-2-yl)-6-(3-hydroxy-2-methyl-4-oxopyridin-1(4H)-yl)-N-propylhexanamide OC1=C2CC[C@@H](CC2=CC=C1)N(C(CCCCCN1C(=C(C(C=C1)=O)O)C)=O)CCC